C(C)OC(C(C(=O)O)C(=O)C1=CCCC1)=O 2-(cyclopent-1-enecarbonyl)-malonic acid ethyl ester